Methyl N-(2-((S)-1-(2,3-difluorobenzyl)-5-oxopyrrolidin-2-yl)acetyl)-O-methyl-L-threonyl-L-valinate FC1=C(CN2[C@@H](CCC2=O)CC(=O)N[C@@H]([C@H](OC)C)C(=O)N[C@@H](C(C)C)C(=O)OC)C=CC=C1F